O1C2=C(OC(C1([2H])[2H])([2H])[2H])C=C(C=C2)OC2CC(N(C(C2)([2H])[2H])C2=C(C=C1C(=N2)CNC1=O)C)([2H])[2H] 2-(4-((2,3-dihydrobenzo[b][1,4]dioxin-6-yl-2,2,3,3-d4)oxy)piperidin-1-yl-2,2,6,6-d4)-3-methyl-6,7-dihydro-5H-pyrrolo[3,4-b]pyridin-5-one